copper zinc aluminum-silicon dioxide [Si](=O)=O.[Al].[Zn].[Cu]